1,4-bis-(2-aminopropyl)-piperazine NC(CN1CCN(CC1)CC(C)N)C